The molecule is an imidazol-4-one having a 2-carboxyethyl substituent at the 5-position. It has a role as a mouse metabolite. It is an imidazolone and a monocarboxylic acid. It is a conjugate acid of a 5-(2-carboxylatoethyl)-4-oxo-4,5-dihydro-1H-imidazol-5-ide and a 3-(4-oxo-4,5-dihydro-1H-imidazol-5-yl)propanoate(1-). C1=NC(C(=O)N1)CCC(=O)O